heptyl 7-(4-(4-(benzo[b]thiophen-4-yl)piperazin-1-yl)butoxy)-2-oxo-3,4-dihydroquinoline-1(2H)-carboxylate S1C2=C(C=C1)C(=CC=C2)N2CCN(CC2)CCCCOC2=CC=C1CCC(N(C1=C2)C(=O)OCCCCCCC)=O